COC/C=C/C1=CN(C2=CC=C(C=C12)N1N=C(C=C1C)C(=O)N)CC1=CC=C(C=C1)C1=CC=C(C=C1)S(=O)(=O)C (E)-1-(3-(3-methoxyprop-1-en-1-yl)-1-((4'-(methylsulfonyl)-[1,1'-biphenyl]-4-yl)methyl)-1H-indol-5-yl)-5-methyl-1H-pyrazole-3-carboxamide